C([C@@H]1[C@H]([C@@H]([C@@H]([C@@H](O1)O[C@H]2[C@H](OC([C@@H]([C@H]2O)O)O)CO)O)O)O)O The molecule is a disaccharide that is D-galactopyranose in which the hydroxy group at position 4 has been converted into the corresponding beta-D-mannopyranoside. It is a glycoside and a glycosylgalactose. It derives from a beta-D-mannose and a D-galactopyranose.